4-(6-(1-cyanocyclopropyl)pyridin-3-yl)-5-(cyclopropylmethyl)-2-(2-methyl-2H-indazol-5-yl)-3-oxo-3,5-dihydro-2H-pyrrolo[3,2-c]pyridazine-7-carbonitrile C(#N)C1(CC1)C1=CC=C(C=N1)C1=C2C(=NN(C1=O)C1=CC3=CN(N=C3C=C1)C)C(=CN2CC2CC2)C#N